2,2-Dimethoxyethane-1,1-d-1-amine COC(C(N)([2H])[2H])OC